benzyl 1-(benzyloxycarbonylsulfamoyl)-3-[4-[2-[tert-butoxycarbonyl(ethyl)amino]ethylcarbamoyl]phenyl]pyrrole-2-carboxylate C(C1=CC=CC=C1)OC(=O)NS(=O)(=O)N1C(=C(C=C1)C1=CC=C(C=C1)C(NCCN(CC)C(=O)OC(C)(C)C)=O)C(=O)OCC1=CC=CC=C1